ethyl 3-bromo-6-[(6-chloro-1,2,4,5-tetrazin-3-yl)(methyl)amino]pyridine-2-carboxylate BrC=1C(=NC(=CC1)N(C)C=1N=NC(=NN1)Cl)C(=O)OCC